FC(/C=C/B(O)O)(CCCC(=O)OC)F [(E)-3,3-Difluoro-7-methoxy-7-oxo-hept-1-enyl]boronic acid